2-[(cis)-3-(trifluoromethoxy)cyclobutoxy]-N-[(3R,6S)-6-[5-[3-cis-(trifluoromethoxy)cyclobutyl]-1,3,4-oxadiazol-2-yl]Tetrahydropyran-3-yl]Acetamide FC(O[C@H]1C[C@H](C1)OCC(=O)N[C@H]1CO[C@@H](CC1)C=1OC(=NN1)C1(CCC1)OC(F)(F)F)(F)F